2-[(1Z)-5-fluoro-2-methyl-1-({4-[4-fluorobenzyl]phenyl}methylene)-1H-inden-3-yl]acetic acid FC=1C=C2C(=C(/C(/C2=CC1)=C/C1=CC=C(C=C1)CC1=CC=C(C=C1)F)C)CC(=O)O